C(CCCCCCCCCCC)NCCCN N-dodecylpropane-1,3-diamine